C(C)(C)C1=NC(=NC=N1)NCC1=C(N=NN1C)C1=CC=C(C(=N1)C)O[C@@H]1C[C@H](CCC1)C(=O)O (1S,3S)-3-((6-(5-(((4-isopropyl-1,3,5-triazin-2-yl)amino)methyl)-1-methyl-1H-1,2,3-triazol-4-yl)-2-methyl-pyridin-3-yl)oxy)cyclohexane-1-carboxylic acid